4-(1-(6-((Isopropylamino)methyl)-2-methylpyridin-3-yl)-1H-pyrazol-4-yl)-N-((3R,4S)-3-methyl-1-((1-methyl-1H-imidazol-4-yl)sulfonyl)piperidin-4-yl)-5-(trifluoromethyl)pyrimidin-2-amine C(C)(C)NCC1=CC=C(C(=N1)C)N1N=CC(=C1)C1=NC(=NC=C1C(F)(F)F)N[C@@H]1[C@@H](CN(CC1)S(=O)(=O)C=1N=CN(C1)C)C